(2,3-difluoropyridin-4-yl)boranediol FC1=NC=CC(=C1F)B(O)O